N1(CCCCC1)C(=O)OC(N1CC(N(CC1)C1=CC(=CC=C1)C=1C(=C2C(=NC1)NC=C2CC)Cl)=O)C(C)(C)C tert-butyl-((4-(3-(4-chloro-3-ethyl-1H-pyrrolo[2,3-b]pyridin-5-yl) phenyl)-3-oxopiperazin-1-yl) methyl) piperidine-1-carboxylate